4-Chloro-3-fluoro-iodobenzene ClC1=C(C=C(C=C1)I)F